CS(=O)(=O)CCCOC1=CC(=C(C=N1)C=1C=C(COC2=CC=3CC4C(C3C=C2)C4C(=O)O)C=CC1)C 4-{3-[6-(3-Methanesulfonyl-propoxy)-4-methylpyridin-3-yl]-benzyloxy}-1,1a,6,6a-tetrahydro-cyclopropa[a]indene-1-carboxylic acid